2-((2-(Dimethoxymethyl)-3-fluorobenzyl)amino)acetic acid methyl ester COC(CNCC1=C(C(=CC=C1)F)C(OC)OC)=O